7-bromo-8-fluoro-2-(((2R,7aS)-2-fluorohexahydro-1H-pyrrolizin-7a-yl)methoxy)-N,N-dimethylquinazolin-4-amine BrC1=CC=C2C(=NC(=NC2=C1F)OC[C@]12CCCN2C[C@@H](C1)F)N(C)C